S1C(=NC2=C1C=CC=C2)NC(=O)C=2C=CC=C1CCN(CC21)C2=CC=C(C(=N2)C(=O)OC(C)(C)C)C=2C=NN(C2)CC21CC3(CC(CC(C2)C3)C1)OC(C)C tert-butyl 6-[8-(1,3-benzothiazol-2-ylcarbamoyl)-3,4-dihydroisoquinolin-2(1H)-yl]-3-(1-{[3-(propan-2-yloxy)tricyclo[3.3.1.13,7]dec-1-yl]methyl}-1H-pyrazol-4-yl)pyridine-2-carboxylate